C(CCCCCCC)(=O)OC[C@@H](O)[C@@H](O)[C@H](O)[C@H](O)COC(CCCCCCC)=O mannitol 1,6-dioctanoate